The molecule is a diterpene alkaloid, a tertiary alcohol, a tertiary amino compound, an acetate ester, a cyclic acetal and an organic polycyclic compound. It derives from a hydride of an aconitane. CCN1C[C@@]2(CC[C@@H]([C@@]34[C@@H]2[C@@H]([C@@]5(C31)[C@]6(C[C@@H]([C@H]7C[C@@]4([C@@H]6[C@H]7OC)O)OC)OCO5)OC(=O)C)OC)C